BrC=1C=C2CCN(C(C2=CC1)=O)CC 6-bromo-2-ethyl-3,4-dihydro-2H-isoquinolin-1-one